tert-butyl 2-(5-aminopyridin-2-yl)hydrazine-1-carboxylate NC=1C=CC(=NC1)NNC(=O)OC(C)(C)C